FC[C@H]1CN(CC1)CCOC1=CC=C(OC=2C3=C(SC2C(=O)C2=CC=CC=C2)C=C(C=C3)O)C=C1 (R)-(3-(4-(2-(3-(fluoromethyl)pyrrolidin-1-yl)ethoxy)phenoxy)-6-hydroxybenzo[b]thiophen-2-yl)(phenyl)methanone